C(C)NC(CCN1CC(CCC1)C=O)=O N-ETHYL-3-(3-FORMYLPIPERIDIN-1-YL)PROPANAMIDE